N-[1-(2,6-difluorophenyl)pyrazol-3-yl]-2-(trifluoromethyl)-benzamide FC1=C(C(=CC=C1)F)N1N=C(C=C1)NC(C1=C(C=CC=C1)C(F)(F)F)=O